3-p-cumenyl-2-methylpropionaldehyde C1(=CC=C(C=C1)CC(C=O)C)C(C)C